4-(tert-butyl)-N-(4-(6-ethoxypyrid-3-yl)-3-(2-trityl-2H-tetrazol-5-yl)phenyl)piperidine-1-carboxamide C(C)(C)(C)C1CCN(CC1)C(=O)NC1=CC(=C(C=C1)C=1C=NC(=CC1)OCC)C=1N=NN(N1)C(C1=CC=CC=C1)(C1=CC=CC=C1)C1=CC=CC=C1